1-((3S,4R)-4-(3,4-difluorophenyl)-1-(2-methoxyethyl)pyrrolidin-3-yl)-3-(4-methyl-3-(3-methyl-1,2,4-oxadiazol-5-yl)-1-phenyl-1H-pyrazol-5-yl)urea FC=1C=C(C=CC1F)[C@H]1[C@@H](CN(C1)CCOC)NC(=O)NC1=C(C(=NN1C1=CC=CC=C1)C1=NC(=NO1)C)C